O1[C@H](COCC1)COC1=NNC=C1NC=1N=CC2=C(N1)N(C(C21CC1)=O)[C@H]1C[C@@H](CCC1)O 2'-((3-(((R)-1,4-dioxan-2-yl)methoxy)-1H-pyrazol-4-yl)amino)-7'-((1R,3R)-3-hydroxycyclohexyl)spiro[cyclopropane-1,5'-pyrrolo[2,3-d]pyrimidin]-6'(7'H)-one